methyl (6-(4-chlorophenyl)-2-(pyridin-3-yl)pyrimidin-4-yl)prolinate ClC1=CC=C(C=C1)C1=CC(=NC(=N1)C=1C=NC=CC1)N1[C@@H](CCC1)C(=O)OC